methyl (3R,6S)-6-methyl-1-(2-(4-(4,4,5,5-tetramethyl-1,3,2-dioxaborolan-2-yl)phenyl)acetyl)piperidine-3-carboxylate C[C@H]1CC[C@H](CN1C(CC1=CC=C(C=C1)B1OC(C(O1)(C)C)(C)C)=O)C(=O)OC